C(C=C)OC(CCCC(C=C)C)(C)C 7-(allyloxy)-3,7-dimethyloct-1-ene